11-methylcyclodeca[3,4]benzo[1,2-b]oxetane-6,12b(2aH)-diacetic acid diethyl ester C(C)OC(CC1=CC2=C(C3(C(OC3)C=C2)CC(=O)OCC)C=C(C=CC=C1)C)=O